[Na].FC1=C(C=C(C=C1)N1C2=C(NC(CC1=O)=O)C1=CC=CC=C1C=C2)C2=NN=NN2 5-[4-fluoro-3-(1H-tetrazol-5-yl)phenyl]-1H-naphtho[1,2-b][1,4]diazepine-2,4(3H,5h)-dione sodium salt